CCC1C(C(=O)NC1CC2=N/C(=C/C3=C(C(=C(N3)CC4C(C(C(=O)N4)CC)C)C)CCC(=O)O)/C(=C2C)CCC(=O)O)C stercobilin